Tert-butyl (2-(2-((1-(2,6-dioxopiperidin-3-yl)-3-methyl-2-oxo-2,3-dihydro-1H-benzo[d]imidazol-5-yl)oxy)ethoxy)ethyl)carbamate O=C1NC(CCC1N1C(N(C2=C1C=CC(=C2)OCCOCCNC(OC(C)(C)C)=O)C)=O)=O